7-(1-Ethyl-1H-pyrazol-4-yl)-5-(6-(4-(3-fluorobenzyl)piperazin-1-yl)pyridin-3-yl)quinazoline C(C)N1N=CC(=C1)C1=CC(=C2C=NC=NC2=C1)C=1C=NC(=CC1)N1CCN(CC1)CC1=CC(=CC=C1)F